N-(8'-bromo-4'H-spiro[cyclopropane-1,5'-naphtho[2,1-d]isoxazol]-3'-yl)-4-fluoro-2-methoxy-N-(2-(trimethylsilyl)ethyl)benzenesulfonamide BrC1=CC=C2C3(CC=4C(=NOC4C2=C1)N(S(=O)(=O)C1=C(C=C(C=C1)F)OC)CC[Si](C)(C)C)CC3